Methyl 4-cyano-3-phenylisothiazole-5-carboxylate C(#N)C=1C(=NSC1C(=O)OC)C1=CC=CC=C1